[C@@H]12N(C[C@@H](NC1)C2)C=2C=CC=1N=CN=C(C1N2)NC2=C(C(=C(C=C2)OCC2(CC2)F)F)F 6-((1S,4S)-2,5-diazabicyclo[2.2.1]heptan-2-yl)-N-(2,3-difluoro-4-((1-fluorocyclopropyl)methoxy)phenyl)pyrido[3,2-d]pyrimidin-4-amine